1,2,6-Tris(cyanoethoxy)hexane format tin [Sn+4].C(=O)[O-].C(#N)CCOCC(CCCCOCCC#N)OCCC#N.C(=O)[O-].C(=O)[O-].C(=O)[O-]